(2S,3S)-ethyl 3-((2-(2-chloro-5-trityl-5H-pyrrolo[2,3-b]pyrazin-7-yl)-6-(5-cyanofuran-2-yl)pyrimidin-4-yl)amino)bicyclo[2.2.2]octane-2-carboxylate ClC=1N=C2C(=NC1)N(C=C2C2=NC(=CC(=N2)N[C@@H]2[C@H](C1CCC2CC1)C(=O)OCC)C=1OC(=CC1)C#N)C(C1=CC=CC=C1)(C1=CC=CC=C1)C1=CC=CC=C1